(R)-1-((1-(dimethylamino)cyclohexyl)methyl)-3-(1,2,3,4-tetrahydronaphthalen-2-yl)urea CN(C1(CCCCC1)CNC(=O)N[C@H]1CC2=CC=CC=C2CC1)C